O1C(=CC=C1)CNC(C1=CC=C(C=C1)NC1=C(N=C2N1C=CN=C2)C2=CC=CC=C2)=O N-(furan-2-ylmethyl)-4-[(2-phenylimidazo[1,2-a]pyrazin-3-yl)amino]benzamide